CC1=CC=C(C=C1)S(=O)(=O)Cl p-toluene-sulfonyl chloride